(2-methoxy-4-(prop-2-yn-1-ylamino)phenyl)dimethylphosphine oxide COC1=C(C=CC(=C1)NCC#C)P(C)(C)=O